C1=CC(=CC=C1CO)C#N p-cyanobenzyl alcohol